OC(=O)C(F)(F)F.ClC=1C=C2C3=C(NC2=CC1)C(NCC3)CC(C)C 6-Chloro-1-isobutyl-2,3,4,9-tetrahydro-1H-pyrido[3,4-b]indole TFA salt